C1(=CC=C(C=C1)NC(=O)[C@H]1CC12CCN(CC2)C(=O)OC(C(F)(F)F)C(F)(F)F)C 1,1,1,3,3,3-Hexafluoropropan-2-yl (S)-1-(p-tolylcarbamoyl)-6-azaspiro[2.5]octan-6-carboxylat